(3R)-7-[5-(5-acetyl-5-azaspiro[2.4]heptan-7-yl)-1,3,4-oxadiazol-2-yl]-3-amino-5-[(4-chlorophenyl)methyl]-8-fluoro-1,1-dioxo-2,3-dihydro-1λ6,5-benzo-thiazepin-4-one C(C)(=O)N1CC2(CC2)C(C1)C1=NN=C(O1)C=1C(=CC2=C(N(C([C@H](CS2(=O)=O)N)=O)CC2=CC=C(C=C2)Cl)C1)F